C(C)(C)(C)OC(=O)NC1=CC(=C(C(=O)O)C(=C1)C)F 4-((tert-Butoxycarbonyl)amino)-2-fluoro-6-methylbenzoic acid